CN(CC(=O)N1CCN(CC1)C=1C=C(C=CC1)N1C=CC2=C(C=CC(=C12)C)F)C N-(3-(4-(dimethylglycyl)piperazin-1-yl)phenyl)-4-fluoro-7-methyl-1H-indole